ClC=1C=CC(=C(C1)C1=C(C=NN1CC1(CCCC1)O)NC(=O)C=1C=NN2C1N=CC=C2)OC N-(5-(5-chloro-2-methoxyphenyl)-1-((1-hydroxycyclopentyl)methyl)-1H-pyrazol-4-yl)pyrazolo[1,5-a]pyrimidine-3-carboxamide